1-(4-(8-fluoro-7-(2-fluoro-6-hydroxyphenyl)-6-(trifluoromethyl)quinazolin-4-yl)piperazin-1-yl)prop-2-en-1-one FC=1C(=C(C=C2C(=NC=NC12)N1CCN(CC1)C(C=C)=O)C(F)(F)F)C1=C(C=CC=C1O)F